(1S,1aS,6aR)-4-((5-(6-chloro-4-(trifluoromethyl)pyridin-3-yl)-2-fluorobenzyl)oxy)-1,1a,6,6a-tetrahydrocyclopropa[a]indene-1-carboxylic acid, ethyl ester ClC1=CC(=C(C=N1)C=1C=CC(=C(COC2=CC=3C[C@@H]4[C@H](C3C=C2)[C@H]4C(=O)OCC)C1)F)C(F)(F)F